N1(N=CC=C1)CC(=O)ON amino (pyrazol-1-yl)-acetate